Cl.FC(C1=CN=CC(=N1)NC(=O)[C@H]1N[C@@H]2C[C@@H]2C1)(F)F (1R,3S,5R)-N-(6-(trifluoromethyl)pyrazin-2-yl)-2-azabicyclo[3.1.0]Hexane-3-carboxamide hydrochloride